CC(C#CC1=CC2=C(OC[C@@H](C(N2C)=O)NC(=O)C2=NC=CC(=C2)OC=2C(=NC=CC2)F)C=C1)(C)C (S)-N-(7-(3,3-dimethylbut-1-yn-1-yl)-5-methyl-4-oxo-2,3,4,5-tetrahydrobenzo[b][1,4]oxazepin-3-yl)-4-((2-fluoropyridin-3-yl)oxy)pyridineamide